Cl.C(C1=CC=CC=C1)C1CN(CC1)CCCl 3-benzyl-1-(2-chloroethyl)pyrrolidine hydrochloride